C(CC=O)CC(=O)[O-] The molecule is a 5-oxo monocarboxylic acid anion that is the conjugate base of 5-oxopentanoic acid, arising from deprotonation of the carboxy group. It is a 5-oxo monocarboxylic acid anion, an aldehydic acid anion, an omega-oxo fatty acid anion and a member of oxopentanoates. It derives from a valerate. It is a conjugate base of a 5-oxopentanoic acid.